2-(difluoromethyl)-1-(4-iodophenyl)piperidine FC(C1N(CCCC1)C1=CC=C(C=C1)I)F